O1C(OCCC1)C=1C(=NC=NC1)OCC1=CC=C(C=C1)C(F)(F)F 5-(1,3-Dioxan-2-yl)-4-[[4-(trifluoromethyl)phenyl]methoxy]-pyrimidin